3-(6-(5-carbamoyl-1H-1,2,3-triazol-4-yl)-1-oxoisoindolin-2-yl)-3',4'-difluorobiphenyl-4-carboxylic acid C(N)(=O)C1=C(N=NN1)C1=CC=C2CN(C(C2=C1)=O)C=1C=C(C=CC1C(=O)O)C1=CC(=C(C=C1)F)F